C(C)(C)(C)OC(=O)N1CC2=C(C=CC=C2CC1)N(C)C1CN(C1)C(C)=O 8-((1-Acetylazetidin-3-yl)(methyl)amino)-3,4-dihydroisoquinoline-2(1H)-carboxylic acid tert-butyl ester